C(C(C)C)OC(C1=C(C(=C(C(=C1F)F)F)F)S(N(C)C)(=O)=O)=O 2-(N,N-dimethylsulfamoyl)-3,4,5,6-tetrafluorobenzoic acid isobutyl ester